NC=1C2=C(N=CN1)N(C=C2C#CC=2C(=CC1=C(N=C(S1)C)C2F)F)[C@@H]2CN(CC2)C(C=C)=O (S)-1-(3-(4-amino-5-((4,6-difluoro-2-methylbenzo[d]thiazol-5-yl)ethynyl)-7H-pyrrolo[2,3-d]pyrimidin-7-yl)pyrrolidin-1-yl)prop-2-en-1-one